C(=O)(O)C=C(OC)C(=O)C(=C)C Penicillic Acid